FC=1C(=CC=C(N)C1)C(F)(F)F 5-fluoro-4-(trifluoromethyl)aniline